ClC=1C=C(C(=NC1)OC)S(=O)(=O)NC=1C(=C(C(=CC1)F)C=1N=CC=2N(C1)C=NC2C(=O)NC)F 6-[3-(5-Chloro-2-methoxypyridine-3-sulfonamido)-2,6-difluorophenyl]-N-methylimidazo[1,5-a]pyrazine-1-carboxamide